C1N(CC2=CC=CC=C12)CC=1OC=C(C(C1)=O)OCC1CCN(CC1)S(=O)(=O)CC1CCOCC1 2-(isoindolin-2-ylmethyl)-5-((1-(((tetrahydro-2H-pyran-4-yl)methyl)sulfonyl)piperidin-4-yl)methoxy)-4H-pyran-4-one